CN1C(=NN=C1)C1CCN(CC1)C1=C(C#N)C(=CC=C1C1=CN=NC(=C1)C)C1=NNC=C1 2-(4-(4-methyl-4H-1,2,4-triazol-3-yl)piperidin-1-yl)-3-(6-methylpyridazin-4-yl)-6-(1H-pyrazol-3-yl)benzonitrile